1-((1S,4aS,4bR,6aS,8R,10aS,10bR,12aS)-8-hydroxy-8-methyloctadecahydrochrysen-1-yl)-ethanone O[C@]1(C[C@@H]2CC[C@H]3[C@@H]4CCC[C@@H]([C@H]4CC[C@@H]3[C@H]2CC1)C(C)=O)C